FC1=C(C=C2C=CC(N(C2=C1)C1=C(C=C(C(=C1)F)C=C)OC)=O)S(=O)(=O)N(CC1=CC=C(C=C1)OC)C1=NOC=C1 (P)-7-fluoro-1-(5-fluoro-2-methoxy-4-vinylphenyl)-N-(isoxazol-3-yl)-N-(4-methoxybenzyl)-2-oxo-1,2-dihydroquinoline-6-sulfonamide